C1(CC1)C(=O)N1CC(CCC1)C(=O)N(C)[C@H](C(F)(F)F)C1=CC=C(C=C1)NC=1C=NC2=CC=CN=C2C1C1CC1 1-(cyclopropanecarbonyl)-N-((S)-1-(4-((4-cyclopropyl-1,5-naphthyridin-3-yl)amino)phenyl)-2,2,2-trifluoroethyl)-N-methylpiperidine-3-carboxamide